[N+](=O)([O-])C=C1CN(C1)C(=O)OC(C)(C)C tert-Butyl 3-(nitromethylene)azetidine-1-carboxylate